BrC=1C=CC=C2C=C(C=C(C12)C1CC=2N=C(N=C(C2CO1)N1CC2CCC(C1)N2C(=O)OC(C)(C)C)S(=O)C)OCOC tert-butyl 3-(7-(8-bromo-3-(methoxymethoxy) naphthalen-1-yl)-2-(methylsulfinyl)-7,8-dihydro-5H-pyrano[4,3-d]pyrimidin-4-yl)-3,8-diazabicyclo[3.2.1]octane-8-carboxylate